tert-Butyl 3-(cyclopropoxy)azetidine-1-carboxylate C1(CC1)OC1CN(C1)C(=O)OC(C)(C)C